o-methyleugenol CC1(C(C=C(C=C1)CC=C)OC)O